CN(CC1=CC=C(C=C1)OC)S(=O)(=O)C2=CC=CC=C2 N-(4-methoxybenzyl)-N-methylbenzenesulfonamide